7-(chloromethyl)-N-methylquinolin-2-amine ClCC1=CC=C2C=CC(=NC2=C1)NC